3-((2S)-3-(8-(5-bromo-2,3-dihydrobenzofuran-7-ylsulfonyl)-1-oxa-8-azaspiro[4.5]decan-3-ylamino)-2-hydroxypropoxy)-N-methylbenzenesulfonamide BrC=1C=C(C2=C(CCO2)C1)S(=O)(=O)N1CCC2(CC(CO2)NC[C@@H](COC=2C=C(C=CC2)S(=O)(=O)NC)O)CC1